C(C=C)(=O)N1C(COCC1)C=1C=C(C=CC1)C1=CC(=C(C(=C1)C#N)F)C(=O)N 3'-(4-acryloylmorpholin-3-yl)-5-cyano-4-fluoro-[1,1-biphenyl]-3-carboxamide